4,5-difluoro-2-methyl-8H-dibenzo[3,4:6,7]cyclohepta[1,2-b]thiophen-8-ol FC1=C(C=CC2=C1C1=C(SC(=C1)C)C1=C(C2O)C=CC=C1)F